[Br-].OC1=[NH+]OC=2CNCCC21 3-hydroxy-4,5,6,7-tetrahydroisoxazolo[5,4-c]pyridinium bromide